N-[4-fluoro-5-[1-(4-methoxybenzoyl)-3,6-dihydro-2H-pyridin-4-yl]-2-[(3R,5S)-3,4,5-trimethylpiperazin-1-yl]phenyl]-6-oxo-4-(trifluoromethyl)-1H-pyridine-3-carboxamide FC1=CC(=C(C=C1C=1CCN(CC1)C(C1=CC=C(C=C1)OC)=O)NC(=O)C1=CNC(C=C1C(F)(F)F)=O)N1C[C@H](N([C@H](C1)C)C)C